[C@H]12CN(C[C@H](CC1)N2)C2=NC(=NC1=C(C=C(C=C21)Cl)F)OCCCN2[C@H](COC[C@@H]2C)C (R or S)-4-((1R,5S)-3,8-diazabicyclo[3.2.1]octan-3-yl)-6-chloro-2-(3-((3S,5S)-3,5-dimethyl-morpholinyl)propoxy)-8-fluoro-quinazolin